C(C(=C)C)(=O)[O-].B(F)(F)F.[K+] potassium trifluoroborate methacrylate